N1=C(C=CC=C1)C(C)(C(C)(O)C1=NC=CC=C1)O 2,3-di-pyridyl-2,3-butanediol